BrC=1C(=CC(=C(C1)C=1C(=C(C=CC1NS(=O)(=O)C1=CC(=CC(=C1)Cl)Cl)S(=O)(=O)N)CN1CCN(CC1)CCO)C)F (5-bromo-4-fluoro-2-methylphenyl)-4-(3,5-dichlorophenyl-sulfonamido)-2-((4-(2-hydroxyethyl)piperazin-1-yl)methyl)benzenesulfonamide